1,4-bis(3-(4-(7-chloroquinolin-4-yl)piperazin-1-yl)propyl)piperazine ClC1=CC=C2C(=CC=NC2=C1)N1CCN(CC1)CCCN1CCN(CC1)CCCN1CCN(CC1)C1=CC=NC2=CC(=CC=C12)Cl